N[C@@H]1C2=CC=CC=C2CC12CCN(CC2)C2=NC=C(C=1N2C=CN1)SC=1C=CC(N(C1Cl)C)=O (S)-5-((5-(1-amino-1,3-dihydrospiro[indene-2,4'-piperidine]-1'-yl)imidazo[1,2-c]pyrimidin-8-yl)thio)-6-chloro-1-methylpyridin-2(1H)-one